(S)-2-(4-(4-chlorophenyl)-2,3,9-trimethyl-6H-thieno[3,2-f][1,2,4]triazolo[4,3-a][1,4]diazepin-6-yl)-1-(4-(4-iodophenyl)piperazin-1-yl)ethan-1-one ClC1=CC=C(C=C1)C1=N[C@H](C=2N(C3=C1C(=C(S3)C)C)C(=NN2)C)CC(=O)N2CCN(CC2)C2=CC=C(C=C2)I